1-(4-Chloro-2-fluoro-phenyl)eth-anone ClC1=CC(=C(C=C1)C(C)=O)F